C(C(C)C)OC=C(C)C1=CC(=CC=C1)C(=COCCCCOC)C 1-(1-isobutoxyprop-1-en-2-yl)-3-(1-(4-methoxybutoxy)prop-1-en-2-yl)benzene